FC1=C2CC[C@]3(CC2=CC=C1)CC(C(CC3)C(=O)OC)=O methyl (1R)-5'-fluoro-3-oxo-3',4'-dihydro-1'H-spiro[cyclohexane-1,2'-naphthalene]-4-carboxylate